dimethylsilyl-bis(2-methyl-4-phenylindenyl)zirconium C[SiH](C)[Zr](C1C(=CC2=C(C=CC=C12)C1=CC=CC=C1)C)C1C(=CC2=C(C=CC=C12)C1=CC=CC=C1)C